FC1=CC=C(C=C1)C(C1=NOC(=N1)[C@H](C)NC(=O)C1=NC=CC(=C1OC(C(C)C)=O)OC)C1=CC=C(C=C1)F.C(=O)(OC(C)(C)C)N1CCNCC1 Bocpiperazine (S)-2-((1-(3-(bis(4-fluorophenyl)methyl)-1,2,4-oxadiazol-5-yl)ethyl)carbamoyl)-4-methoxypyridin-3-yl-isobutyrate